4-((6-bromo-4-(2-((6-chloropyridin-2-yl)oxy)ethoxy)pyridin-3-yl)methyl)morpholine BrC1=CC(=C(C=N1)CN1CCOCC1)OCCOC1=NC(=CC=C1)Cl